ClC=1C(=C(C(=C(C1)S(=O)(=O)O)O)O)Cl dichloro-dihydroxybenzenesulfonic acid